(S)-6-(3-amino-2-(dimethylamino)propyl)benzo[d]oxazol-2(3H)-one NC[C@H](CC1=CC2=C(NC(O2)=O)C=C1)N(C)C